1,3-Dihydro-1-phenyl-3,3-bis(4-pyridinylmethyl)-2H-indol-2-one C1(=CC=CC=C1)N1C(C(C2=CC=CC=C12)(CC1=CC=NC=C1)CC1=CC=NC=C1)=O